4,4-dimethyl-2-pentylamine hydrochloride Cl.CC(CC(C)N)(C)C